[Co].[Cu] Copper-cobalt